C(C=1C(C(=O)OCCCCCCCC)=CC(C(=O)OCCCCCCCC)=CC1)(=O)OCCCCCCCC tri-normal octyl trimellitate